[Si](C)(C)(C(C)(C)C)OCC1=C(C=CC=C1)[C@@H]1C2=C(NC([C@H]1NC(C1=CC(=CC=C1)C(F)(F)F)=O)=O)N(N=C2)C2=CC=CC=C2 |r| rac-N-((4R,5S)-4-(2-(((tert-butyldimethylsilyl)oxy)methyl)phenyl)-6-oxo-1-phenyl-4,5,6,7-tetrahydro-1H-pyrazolo[3,4-b]pyridin-5-yl)-3-(trifluoromethyl)benzamide